ClC(C(N(C)C)Cl)N(C)C dichloro(N,N'-tetramethylethylenediamine)